C1(=CC=CC=C1)C(C1=CC=CC=C1)OC(=O)N1C(=CC2=CC(=CC=C12)CP(=O)(OCC)OCC)C(=O)O 5-((diethoxyphosphoryl)methyl)-1H-indole-1,2-dicarboxylic acid diphenylmethyl ester